2-[1-[[3-[4-[3-[5-[[tert-butoxycarbonyl(methyl)amino]methyl]-6-methoxy-2-pyridyl]-2-chloro-phenyl]-3-chloro-2-pyridyl]-5-methoxy-phenyl]methyl]azetidin-3-yl]acetic acid C(C)(C)(C)OC(=O)N(C)CC=1C=CC(=NC1OC)C=1C(=C(C=CC1)C1=C(C(=NC=C1)C=1C=C(C=C(C1)OC)CN1CC(C1)CC(=O)O)Cl)Cl